2-((3R,4R,6R)-4-(3,4-difluoro-2-methylphenyl)-6-methyl-6-(trifluoromethyl)tetrahydro-2H-pyran-3-yl)-4-oxo-1,4-dihydro-1,6-naphthyridine-5-carbonitrile FC=1C(=C(C=CC1F)[C@H]1[C@@H](CO[C@](C1)(C(F)(F)F)C)C=1NC=2C=CN=C(C2C(C1)=O)C#N)C